tert-butyl 3-methyl-6-(7-oxo-6,8-dihydro-5H-1,8-naphthyridin-3-yl)-3,4-dihydro-2H-pyridine-1-carboxylate CC1CN(C(=CC1)C=1C=NC=2NC(CCC2C1)=O)C(=O)OC(C)(C)C